(S)-2,6-Difluoro-3-(6-(3-(2-hydroxypropan-2-yl)morpholino)-1-methyl-1H-pyrazolo[3,4-d]pyrimidin-3-yl)-5-(trifluoromethyl)phenol FC1=C(C(=C(C=C1C1=NN(C2=NC(=NC=C21)N2[C@@H](COCC2)C(C)(C)O)C)C(F)(F)F)F)O